CC1(C[C@@H]2C(O1)=C1C([C@@H](C([C@H]1CC2)(C)C)C)(C)C)C (3aR,5aR,7R)-2,2,6,6,7,8,8-heptamethyl-3,3a,4,5,5a,6,7,8-octahydro-2H-indeno[4,5-b]furan